ClC1=CC=C(OCC2=NN=C(S2)C2=C(C(=O)N)C(=CC(=N2)C)C2=C(C=C3C=CNC3=C2)OC)C=C1 (5-((4-chlorophenoxy)methyl)-1,3,4-thiadiazol-2-yl)-4-(5-methoxy-1H-indol-6-yl)-6-methylnicotinamide